chloro-6-(chloromethyl)-3,3-dimethyl-2,3,4,5-tetrahydro-1,1'-biphenyl ClC1C(=C(CCC1(C)C)CCl)C1=CC=CC=C1